FC1=C(C(=C(C(=C1[B-](C1=C(C(=C(C(=C1F)F)F)F)F)(C1=C(C(=C(C(=C1F)F)F)F)F)C1=C(C(=C(C(=C1F)F)F)F)F)F)F)F)F.C1(=C(C=CC=C1)[I+]C(C)(C)C1=CC=CC=C1)C Toluyl-cumyl-iodonium tetrakis(pentafluorophenyl)borate